(S)-3-(isoquinolin-4-yl)-1-(1-methyl-2-oxo-6-(trifluoromethyl)-1,2-dihydropyridin-3-yl)-2-oxoimidazoline-4-carbonitrile C1=NC=C(C2=CC=CC=C12)N1C(N(C[C@H]1C#N)C=1C(N(C(=CC1)C(F)(F)F)C)=O)=O